5-methyl-N-[3-(trifluoromethyl)phenyl]-2-vinyl-pyridin-4-amine CC=1C(=CC(=NC1)C=C)NC1=CC(=CC=C1)C(F)(F)F